C(=O)(O)C1=CC=C(C=C1)C1=CC=C(C=C1)C=1C=C(C=C(C1)C1=CC=C(C=C1)C1=CC=C(C=C1)C(=O)O)C1=CC=C(C=C1)C1=CC=C(C=C1)C(=O)O 5''-(4'-carboxy-[1,1'-biphenyl]-4-yl)-[1,1':4',1'':3'',1''':4''',1''''-quinquephenyl]-4,4''''-dicarboxylic acid